2-(methylthio)-4-(3-phenoxyphenyl)-6-(trifluoromethyl)pyrimidine phenyl-3-hydroxy-4,5,6,7-tetrahydroisoxazolo[5,4-c]pyridine-6-carboxylate C1(=CC=CC=C1)OC(=O)N1CC2=C(CC1)C(=NO2)O.CSC2=NC(=CC(=N2)C2=CC(=CC=C2)OC2=CC=CC=C2)C(F)(F)F